5-[(2S)-2-[2-(2-benzyloxyethoxy)ethoxy]propoxy]-3-iodo-1H-pyrazolo[3,4-c]pyridine C(C1=CC=CC=C1)OCCOCCO[C@H](COC=1C=C2C(=CN1)NN=C2I)C